BrCC1=C(C=C(C=C1)F)Cl 1-(bromomethyl)-2-chloro-4-fluorobenzene